CC=1C(=C(C(=O)OCCOCCOCCO)C=CC1CCCCCCCCCCCC)OC[C@H](CCCCNC(=O)OC(C)(C)C)NC(CN(C(CP(=O)(OCC)OCC)=O)C)=O 2-[2-(2-hydroxyethoxy)ethoxy]ethanol Methyl-(S)-2-((6-((tert-butoxycarbonyl)amino)-2-(2-(2-(diethoxyphosphoryl)-N-methylacetamido)acetamido)hexyl)oxy)-4-dodecylbenzoate